2-fluoro-6-bromo-2'-bromo-oxobiphenyl FC1C(=C(C=CC1=O)Br)C1=C(C=CC=C1)Br